2-(2-(2-cyclopentylphenyl)-4-(4-methoxybenzyl)piperazin-1-yl)-7-azaspiro[3.5]nonane C1(CCCC1)C1=C(C=CC=C1)C1N(CCN(C1)CC1=CC=C(C=C1)OC)C1CC2(C1)CCNCC2